3-(dimethylamino)-1-(naphthalen-1-yl)propan-1-one CN(CCC(=O)C1=CC=CC2=CC=CC=C12)C